C(C)(=O)N1CCC(CC1)NC1=NC=C(C(=N1)N1CC(CCC1)N1C(C=CC=C1)=O)F 1-(1-(2-((1-acetylpiperidin-4-yl)amino)-5-fluoropyrimidin-4-yl)piperidin-3-yl)pyridin-2(1H)-one